chloropalladium(1+) Cl[Pd+]